3-((7-chloro-6-(3-hydroxynaphthalene-1-yl)-4-(2-isopropylphenyl)-2,3-dioxo-3,4-dihydroquinoxalin-1(2H)-yl)methyl)azetidine-1-carboxylic acid tert-butyl ester C(C)(C)(C)OC(=O)N1CC(C1)CN1C(C(N(C2=CC(=C(C=C12)Cl)C1=CC(=CC2=CC=CC=C12)O)C1=C(C=CC=C1)C(C)C)=O)=O